S1C=CCC1 e-thiolene